FC=1C=C2C(=NNC2=CC1OCC(CO)OC)C1=CC(=NO1)C1=CC=C(C(=O)N(C)C)C=C1 4-{5-[5-Fluoro-6-(3-hydroxy-2-methoxypropoxy)-1H-indazol-3-yl]-1,2-oxazol-3-yl}-N,N-dimethylbenzamid